C(C)(C)C1[C-](C2=CC=CC=C(C2C1)C)C iso-propyl-1,4-dimethyldihydroazulenid